ClC=1C=C(NC2(CCC3(C(CC4=CC=CC=C34)CC(CO)COC3=C4C(=NC=C3)CCC4)CC2)C(=O)O)C=CC1 (1r,4r)-4-(3-chloroanilino)-2'-(2-{[(6,7-dihydro-5H-cyclopenta[b]pyridin-4-yl)oxy]methyl}-3-hydroxypropyl)-2',3'-dihydrospiro[cyclohexane-1,1'-indene]-4-carboxylic acid